8-(3-fluorophenyl)-1,4-dioxaspiro[4.5]decane FC=1C=C(C=CC1)C1CCC2(OCCO2)CC1